C(C1=CC=CC=C1)N1N=CC=C1Br 1-benzyl-5-bromo-1H-pyrazole